(3-adamantan-1-yl)-5-(tert-butyl)-[1,1'-biphenyl] C12(CC3CC(CC(C1)C3)C2)C=2C=C(C=C(C2)C(C)(C)C)C2=CC=CC=C2